1-(7-(4-AMINO-7-CYCLOPROPYL-7H-PYRROLO[2,3-D]PYRIMIDIN-5-YL)BENZO[C][1,2,5]OXADIAZOL-4-YL)-3-(4-((4-METHYLPIPERAZIN-1-YL)METHYL)-3-(TRIFLUOROMETHYL)PHENYL)UREA NC=1C2=C(N=CN1)N(C=C2C2=CC=C(C=1C2=NON1)NC(=O)NC1=CC(=C(C=C1)CN1CCN(CC1)C)C(F)(F)F)C1CC1